terbium histidine terbium [Tb].N[C@@H](CC1=CNC=N1)C(=O)O.[Tb]